BrC1=CC=C(C=C1)/C(=C/COC1=CC(=C(OCC(=O)OC)C=C1)C)/C1=CC=C(C=C1)C methyl (E)-[4-[3-(4-bromophenyl)-3-(4-methylphenyl)allyloxy]-2-methylphenoxy]acetate